methylbiphenyl-4-carbaldehyde CC1=C(C=CC(=C1)C=O)C1=CC=CC=C1